C(C)OC(C(\C=C\C1=CC=C(C=C1)C)(F)F)=O (E)-4-(4'-methylphenyl)-2,2-difluoro-3-butenoic acid ethyl ester